[Na].P(=O)(O)(O)OCCN phosphoethanolamine, sodium salt